3-[2-oxo-7-(trifluoromethyl)benzo[c]indol-1-yl]piperidine-2,6-dione O=C1C(C23C(=CN=C2C=C1)C(=CC=C3)C(F)(F)F)C3C(NC(CC3)=O)=O